(2-PHENYLPYRIDINE) iridium [Ir].C1(=CC=CC=C1)C1=NC=CC=C1